dibenzo[C,E]oxazepine C1=CC=CC2=NOC=C3C(=C21)C=CC=C3